6-chloro-N-methyl-4-{[2-(oxetan-3-yl)-2H,4H-chromeno[4,3-c]pyrazol-6-yl]amino}pyridazine-3-carboxamide ClC1=CC(=C(N=N1)C(=O)NC)NC1=CC=CC2=C1OCC=1C2=NN(C1)C1COC1